N-hydroxy-3-((6-(4-morpholino-phenyl)-5-(trifluoromethyl)-1H-benzo[d]imidazol-2-yl)amino)benzamide ONC(C1=CC(=CC=C1)NC1=NC2=C(N1)C=C(C(=C2)C(F)(F)F)C2=CC=C(C=C2)N2CCOCC2)=O